(E)-3-(4-((4-aminobut-2-en-1-yl)(butyl)amino)-1-oxoisoindolin-2-yl)piperidine-2,6-dione NC/C=C/CN(C1=C2CN(C(C2=CC=C1)=O)C1C(NC(CC1)=O)=O)CCCC